(2-chloro-2-oxoethyl)-L-alanine tert-butyl ester C(C)(C)(C)OC([C@@H](NCC(=O)Cl)C)=O